CC1=C(COC=2C3=CC=CC=C3C(=C3C=CC=CC23)OCC2=C(C=CC=C2)C)C=CC=C1 9,10-di(2-methylbenzoxy)anthracene